1,3-Benzothiazol-2-yl(2-((2-(3-pyridinyl)ethyl)amino)-4-pyrimidinyl)acetonitrile S1C(=NC2=C1C=CC=C2)C(C#N)C2=NC(=NC=C2)NCCC=2C=NC=CC2